C1(=C(C=CC2=CC=CC=C12)P(C(C)(C)C)C(C)(C)C)C1=CC=CC2=CC=CC=C12 [1,1'-binaphthyl]-2-yldi-tert-butylphosphine